Cl.O1CCC2=C1C=CC(=C2)C=2C=C(C=CC2)S(=O)(=O)N2C=C(C=C2C2=C(C=CC=C2)F)CNC 1-(1-((3-(2,3-dihydrobenzofuran-5-yl)phenyl)sulfonyl)-5-(2-fluorophenyl)-1H-pyrrol-3-yl)-N-methyl-methylamine hydrochloride